N[C@H](C(=O)NC1=CC=C(C(=O)O)C=C1)CC1=CC=C(C=C1)NC(=O)NCCOC (S)-4-(2-amino-3-(4-(3-(2-methoxyethyl)ureido)phenyl)propionamido)benzoic acid